C1(=CC=CC=C1)S(=O)(=O)NC(=O)C=1C(=NC(=CC1)Cl)N1C(C[C@@H](C1)C)(C)C N-(benzenesulfonyl)-6-chloro-2-[(4S)-2,2,4-trimethylpyrrolidin-1-yl]pyridine-3-carboxamide